bis(1-oxyl-2,2,6,6-tetramethylpiperidin-4-yl)n-butylmalonate ON1C(CC(CC1(C)C)C(CCCC(C(=O)[O-])C(=O)[O-])C1CC(N(C(C1)(C)C)O)(C)C)(C)C